O=C1NC(CCC1N1C(C2=C(C=CC(=C2C1)C#CCCC=1C(=NC=CC1)C(=O)N)F)=O)=O (4-(2-(2,6-dioxopiperidin-3-yl)-7-fluoro-1-oxoisoindolin-4-yl)but-3-yn-1-yl)picolinamide